(S)-Ethyl 5-(4-(benzyloxy)phenyl)-4-(tert-butoxy-carbonylamino)-2-methylpent-2-enoate C(C1=CC=CC=C1)OC1=CC=C(C=C1)C[C@@H](C=C(C(=O)OCC)C)NC(=O)OC(C)(C)C